BrC1=C2C=CC(OC2=C(C=C1)C=1N=C(SC1)NC(C1=C(C=CC=C1)OCC)=O)(C)C N-(4-(5-bromo-2,2-dimethyl-2H-chromen-8-yl)thiazol-2-yl)-2-ethoxybenzamide